3-[tert-butyl-(dimethyl)silyl]oxy-3-(4-fluorophenyl)propanal C(C)(C)(C)[Si](OC(CC=O)C1=CC=C(C=C1)F)(C)C